N-(1-(4-(4-amino-1-cyclopentyl-7-oxo-6,7-dihydro-1H-pyrrolo[2,3-d]pyridazin-3-yl)phenyl)cyclopropyl)-5-fluoro-2-methoxybenzamide NC=1C2=C(C(NN1)=O)N(C=C2C2=CC=C(C=C2)C2(CC2)NC(C2=C(C=CC(=C2)F)OC)=O)C2CCCC2